(E)-ethyl 4-(oxazol-2-ylamino)-4-oxobut-2-enoate O1C(=NC=C1)NC(/C=C/C(=O)OCC)=O